Cl.Cl.N1(C=NC=C1)CC1=CC=C(N)C=C1 4-((1H-imidazol-1-yl)methyl)aniline dihydrochloride